S(C)(=O)(=O)OC1=C(OS(C)(=O)=O)C(OS(C)(=O)=O)=CC=C1 pyrogallol (trimesylate)